4-(1,4-dihydro-2-oxo-3(2H)-quinazolinyl)-N-[2,3,4,5-tetrahydro-1-(1-methylethyl)-2-oxo-1H-1-benzoazepin-3-yl]-1-piperidinecarboxamide O=C1NC2=CC=CC=C2CN1C1CCN(CC1)C(=O)NC1C(N(C2=C(CC1)C=CC=C2)C(C)C)=O